BrC=1C=C2C(=NC(=NC2=C(C1F)C=C)C)OCC1=CC=C(C=C1)OC 6-bromo-8-ethenyl-7-fluoro-4-[(4-methoxyphenyl)methoxy]-2-methylquinazoline